2-(morpholin-4-yl)-1,3-oxazole-5-carboxamide N1(CCOCC1)C=1OC(=CN1)C(=O)N